B([O-])([O-])[O-].[La+3].[K+].[Si](C)(C)(C(C)(C)C)NS(=O)(=O)CCC N-(tert-butyldimethylsilyl)propane-1-sulfonamide Potassium lanthanum borate